CC(=CCNC1=NC=NC2=C1N(C=N2)[C@@H]3[C@@H]([C@H]([C@@H]([C@H](O3)CO)O)O)O)C The molecule is a glucosyl-N(6)-isopentenyladenine in which the glucosyl moiety is in the pyranose form, has alpha-D-configuration and is located at position N-7. It has a role as a metabolite. It is a N-glycosyl compound and a glucosyl-N(6)-isopentenyladenine.